N[C@]1(CN(C[C@@H]1CCCB(O)O)C(CC1=CC=C(C=C1)Cl)=O)C(=O)O (3R,4S)-3-amino-4-(3-boronopropyl)-1-(2-(4-chlorophenyl)acetyl)pyrrolidine-3-carboxylic acid